ClC1=C2C(=CN=CC2=CC=C1)C(C#N)NC([C@H](CC1(CC1)F)NC(=O)C=1NC(=CC1)C1CC1)=O N-[(1S)-2-[[(5-chloro-4-isoquinolyl)-cyano-methyl]amino]-1-[(1-fluorocyclopropyl)methyl]-2-oxo-ethyl]-5-cyclopropyl-1H-pyrrole-2-carboxamide